C(C)(C)(C)C1=NN(C(=C1)NC(=O)NC1=C(C=C(C=C1)OC1=C2C(=NC=C1)NC(N2)=O)SC)C2=CC=CC=C2 1-(3-(tert-butyl)-1-phenyl-1H-pyrazol-5-yl)-3-(2-(methylthio)-4-((2-oxo-2,3-dihydro-1H-imidazo[4,5-b]pyridin-7-yl)oxy)phenyl)urea